C(C=1C(C(=O)[O-])=CC=CC1)(=O)[O-] phthalic acid anion